2-(5-chloro-2-((6-methoxy-2-methyl-1,2,3,4-tetrahydroisoquinolin-7-yl)amino)pyrimidin-4-yl)-2-azaspiro[4.5]Decane-4-carboxylic acid ethyl ester C(C)OC(=O)C1CN(CC12CCCCC2)C2=NC(=NC=C2Cl)NC2=C(C=C1CCN(CC1=C2)C)OC